CN(C(=O)C=1C=NN(C1)C1OCCCC1)C N,N-dimethyl-1-(tetrahydro-2H-pyran-2-yl)-1H-pyrazole-4-carboxamide